BrC1=CC2=C(N(C=N2)COCC[Si](C)(C)C)C(=C1)F 5-bromo-7-fluoro-1-((2-(trimethylsilyl)ethoxy)methyl)-1H-benzo[d]imidazole